C1(CC1)C=1N=CN(C1)C1CC2(CN(C2)C(=O)N2CC(C2)OCC2=C(C=C(C=C2)C(F)(F)F)F)C1 [6-(4-cyclopropylimidazol-1-yl)-2-azaspiro[3.3]heptan-2-yl]-[3-[[2-fluoro-4-(trifluoromethyl)phenyl]methoxy]azetidin-1-yl]methanone